C(C)N1C(=CC2=C1C(N(C=C2C2=C(C=CC(=C2)C(C)(C)O)OC2=C(C=C(C=C2C)F)C)C)=O)C(=O)N ethyl-4-[2-(4-fluoro-2,6-dimethylphenoxy)-5-(2-hydroxypropan-2-yl)phenyl]-6-methyl-7-oxo-1H-pyrrolo[2,3-c]pyridine-2-carboxamide